(2S)-ethyl 2-(((4-nitrophenoxy)(phenoxy)phosphoryl)amino)butanoate [N+](=O)([O-])C1=CC=C(OP(=O)(OC2=CC=CC=C2)N[C@H](C(=O)OCC)CC)C=C1